(R)-2-((((4,5-dimethoxy-2-nitrobenzyl)oxy)carbonyl)(methyl)amino)-3-(ethyldisulfanyl)propanoic acid COC1=CC(=C(COC(=O)N([C@H](C(=O)O)CSSCC)C)C=C1OC)[N+](=O)[O-]